CC1=CN=CC=2N=CN(C(C21)=O)CC(=O)NN 2-[5-methyl-4-oxo-3H,4H-pyrido[3,4-d]pyrimidin-3-yl]acethydrazide